N-{[4-(5-methoxypyridine-2-sulfonyl)phenyl]methyl}imidazo[1,2-a]pyridine-6-carboxamide COC=1C=CC(=NC1)S(=O)(=O)C1=CC=C(C=C1)CNC(=O)C=1C=CC=2N(C1)C=CN2